C(C)OC(=O)C1CC12CNCC2 5-azaspiro[2.4]heptane-1-carboxylic acid ethyl ester